4-(((R)-1-(3-(1,1-difluoro-2-hydroxy-2-methylpropyl)-2-fluorophenyl)ethyl)amino)-8-methoxy-2,6-dimethyl-8-(trifluoromethyl)-6,8-dihydro-7H-pyrrolo[2,3-g]quinazolin-7-one FC(C(C)(C)O)(F)C=1C(=C(C=CC1)[C@@H](C)NC1=NC(=NC2=CC3=C(C=C12)N(C(C3(C(F)(F)F)OC)=O)C)C)F